[Cl-].[Cl-].[Cl-].C(CC)O[Ti+3] Propoxytitanium trichloride